C1(CC1)N1N=NC(=C1CO[C@H]1[C@@H]2CN([C@H](C1)C2)C=2SC1=C(N2)C(=CC=C1)[C@H]1COCC1)C1=C(C=CC=C1Cl)Cl 2-((1S,4S,5R)-5-((1-Cyclopropyl-4-(2,6-dichlorophenyl)-1H-1,2,3-triazol-5-yl)methoxy)-2-azabicyclo[2.2.1]heptan-2-yl)-4-((S)-tetrahydrofuran-3-yl)benzo[d]thiazol